Cl.N1=CN=C(C2=C1NC=C2)NC2=CC(=C1C(NC3(N(C1=C2OC)C)CCCC3)=O)C 7'-((7H-pyrrolo[2,3-d]pyrimidin-4-yl)amino)-8'-methoxy-1',5'-dimethyl-1'H-spiro[cyclopentane-1,2'-quinazoline]-4'(3'H)-one hydrochloride